methyl (2-phenyl-1-indenyl)-1-propanoate C1(=CC=CC=C1)C=1C(C2=CC=CC=C2C1)C(C(=O)OC)C